O[C@@H]1[C@@H](O)[C@@H](O)[C@H](O)[C@H](O1)CO α-D-(+)-mannose